Methyl 2-(dibenzylamino)-3-fluoropropionate C(C1=CC=CC=C1)N(C(C(=O)OC)CF)CC1=CC=CC=C1